CCCCCCCCCCCCC(=O)OC[C@H](COP(=O)(O)OC[C@H](CO)O)OC(=O)CC/C=C\C/C=C\C/C=C\C/C=C\C/C=C\C/C=C\CC 1-tridecanoyl-2-(4Z,7Z,10Z,13Z,16Z,19Z-docosahexaenoyl)-glycero-3-phospho-(1'-sn-glycerol)